2-(6-cyclopropylpyridin-3-yl)-N-[(3S)-9-fluoro-2-oxo-5-phenyl-1,3-dihydro-1,4-benzodiazepine-3-Yl]pyrazolo[1,5-a]pyrimidine-3-carboxamide C1(CC1)C1=CC=C(C=N1)C1=NN2C(N=CC=C2)=C1C(=O)N[C@@H]1C(NC2=C(C(=N1)C1=CC=CC=C1)C=CC=C2F)=O